(2-((R)-3-amino-3-methylpiperidin-1-yl)pyrimidin-5-yl)(4-(4-morpholino-7H-pyrrolo[2,3-d]pyrimidin-6-yl)phenyl)methanol N[C@]1(CN(CCC1)C1=NC=C(C=N1)C(O)C1=CC=C(C=C1)C1=CC2=C(N=CN=C2N2CCOCC2)N1)C